2-((4-bromophenoxy)methyl)oxirane BrC1=CC=C(OCC2OC2)C=C1